COC1=C(C=CC=C1)C1=CC(=NO1)NS(=O)(=O)C1CCCCC1 N-(5-(2-Methoxyphenyl)isoxazol-3-yl)cyclohexanesulfonamide